CC1=C(C2=CC=CC=C2C=C1)C(=O)P(C1=CC2=CC=CC=C2C=C1)(C(=O)C1=C(C=CC2=CC=CC=C12)C)=O bis-(2-methyl-1-naphthoyl)-2-naphthyl-phosphine oxide